(4-(2-chlorophenoxy)phenyl)-7-methoxy-6-(3-morpholinopropoxy)quinazolin-4-amine ClC1=C(OC2=CC=C(C=C2)C2=NC3=CC(=C(C=C3C(=N2)N)OCCCN2CCOCC2)OC)C=CC=C1